N-((S)-(7-((R*)-Cyclopropyl(2-(3,3-difluorocyclobutyl)acetamido)methyl)imidazo[1,2-b]pyridazin-2-yl)(4,4-difluorocyclohexyl)methyl)-1-methyl-1H-pyrazole-5-carboxamide C1(CC1)[C@H](C1=CC=2N(N=C1)C=C(N2)[C@@H](NC(=O)C2=CC=NN2C)C2CCC(CC2)(F)F)NC(CC2CC(C2)(F)F)=O |o1:3|